N-dimethyl-N'-(4-chlorophenyl)urea CN(C)C(=O)NC1=CC=C(C=C1)Cl